CN(CCN(C1=C(C=C(C(=C1)OC)NC1=NC=CC(=C1)C1=CN=C2N1C=CC=C2)NC(C=C)=O)C)C N-(2-((2-(dimethylamino)ethyl)(methyl)amino)-5-((4-(imidazo[1,2-a]pyridin-3-yl)pyridin-2-yl)amino)-4-methoxyphenyl)acrylamide